2-(2-methylphenyl)-3-(trifluoromethyl)naphthalene CC1=C(C=CC=C1)C1=CC2=CC=CC=C2C=C1C(F)(F)F